F[C@@H]1[C@@H](C1)C(=O)C=1N=C2N(N1)[C@@H](C[C@@H]2F)C2=CC=CC=C2 [(1S,2S)-2-fluorocyclopropyl]-[(5S,7S)-7-fluoro-5-phenyl-6,7-dihydro-5H-pyrrolo[1,2-b][1,2,4]triazol-2-yl]methanone